3-oxa-8-azaspiro[4.5]Decane C1COCC12CCNCC2